2-(4-(1-(t-butyldimethylsilyloxy)ethyl)thiazol-2-yl)propan-2-ol [Si](C)(C)(C(C)(C)C)OC(C)C=1N=C(SC1)C(C)(C)O